CCCCCCCC(CCCCCCC)OC(CCCCCC(=O)O)=O heptanedioic acid 7-(pentadec-8-yl) ester